(R)-2-amino-3-[(7-isopropoxythieno[3,2-b]pyridine-2-carbonyl)amino]propanoic acid N[C@@H](C(=O)O)CNC(=O)C1=CC2=NC=CC(=C2S1)OC(C)C